[NH4+].C(=C)C1=CC=CC=C1 ethenylbenzene, ammonium salt